6-(3-Chloro-1H-pyrazol-4-yl)-2-(3-fluoro-5-methoxybenzyl)isoquinolin-1(2H)-one ClC1=NNC=C1C=1C=C2C=CN(C(C2=CC1)=O)CC1=CC(=CC(=C1)OC)F